coumarine-d tertbutyl-1-[4-(2-oxoethylcarbamoyl)pyrimidin-2-yl]piperidine-4-carboxylate C(C)(C)(C)OC(=O)C1CCN(CC1)C1=NC=CC(=N1)C(NCC=O)=O.O1C(=O)C(=CC2=CC=CC=C12)[2H]